CC(C(=O)OCN1C(N[C@]2(C1=O)CCCN(C2)C(=O)[O-])=O)(C)C (5R)-3-(2,2-dimethylpropanoyloxymethyl)-2,4-dioxo-1,3,9-triazaspiro[4.5]decane-9-carboxylate